1-(3-(difluoromethoxy)phenyl)-3-(difluoromethyl)-N-(3-methyl-1,1-dioxidothietan-3-yl)-1H-indazole-5-carboxamide FC(OC=1C=C(C=CC1)N1N=C(C2=CC(=CC=C12)C(=O)NC1(CS(C1)(=O)=O)C)C(F)F)F